5,7-dihydro-6λ2-pyrrolo[3,4-b]pyridine N1=C2C(=CC=C1)C[N]C2